N-(2-nitrophenyl)indole [N+](=O)([O-])C1=C(C=CC=C1)N1C=CC2=CC=CC=C12